4-benzylcyclohexan-1-amine C(C1=CC=CC=C1)C1CCC(CC1)N